C(CC)CC(O)(C)C(C)(C)O propylpinacol